N-(5-methyl-4-(1-(2-methylbenzoyl)indolin-5-yl)thiazol-2-yl)-2-(3-(3-(piperazin-1-yl)propoxy)phenyl)acetamide CC1=C(N=C(S1)NC(CC1=CC(=CC=C1)OCCCN1CCNCC1)=O)C=1C=C2CCN(C2=CC1)C(C1=C(C=CC=C1)C)=O